N1NCC12CCCC2C(=O)[O-] diazaspiro[3.4]octane-8-carboxylate